6-(2-fluoro-4-(7-fluoro-2-(methyl-d3)-2H-indazol-4-yl)-6-methylbenzyl)-6,7-dihydro-5H-pyrrolo[3,4-b]pyridin-5-one-7,7-d2 FC1=C(CN2C(C3=NC=CC=C3C2=O)([2H])[2H])C(=CC(=C1)C=1C2=CN(N=C2C(=CC1)F)C([2H])([2H])[2H])C